[Br-].C(C)[N+]1=CC=C(C=C1)C=C n-ethyl-4-vinyl-pyridinium bromide